BrC1=CC(=NC=C1)NCCOC1=CC=CC=C1 4-bromo-N-(2-phenoxyethyl)pyridin-2-amine